1,5-Di-(2-thienyl)pentane-1,5-dione S1C(=CC=C1)C(CCCC(=O)C=1SC=CC1)=O